C(C=C)[C@@]1(N(CCN(C1=O)C(C1=CC=C(C=C1)OC)=O)C(=O)OC(C)(C)C)C tert-butyl (S)-2-allyl-4-(4-methoxybenzoyl)-2-methyl-3-oxopiperazine-1-carboxylate